Carbamimidoylimidodicarbonimidic diamide C(N)(=N)NC(=N)NC(N)=N